triamino-naphthylmethyl-triazinium NC1=C(C(=NN=[N+]1CC1=CC=CC2=CC=CC=C12)N)N